C(=S)(SC(C)(CCC(NCCSSC1=NC=CC=C1)=O)C#N)SCC 2-cyano-5-oxo-5-((2-(pyridin-2-yldisulfaneyl)ethyl)amino)pentan-2-yl ethyl carbonotrithioate